1-((2R,3S,4R,5R)-4-((tert-butyldimethylsilyl)oxy)-5-(((tert-butyldimethylsilyl)oxy)methyl)-5-(chloromethyl)-3-fluorotetrahydrofuran-2-yl)-5-fluoropyrimidine-2,4(1H,3H)-dione [Si](C)(C)(C(C)(C)C)O[C@H]1[C@@H]([C@@H](O[C@]1(CCl)CO[Si](C)(C)C(C)(C)C)N1C(NC(C(=C1)F)=O)=O)F